[(3aR,4R,6R,6aR)-6-{4-aminopyrrolo[2,1-f][1,2,4]triazin-7-yl}-6-cyano-2,2-dimethyl-dihydro-3aH-furo[3,4-d][1,3]dioxol-4-yl]methyl 2-(4-{[(tert-butoxy)carbonyl]amino}cyclohexyl)acetate C(C)(C)(C)OC(=O)NC1CCC(CC1)CC(=O)OC[C@H]1O[C@@]([C@@H]2OC(O[C@@H]21)(C)C)(C#N)C2=CC=C1C(=NC=NN12)N